2-(2-fluorobenzyl)-9-methyl-7-((1-((2-(trimethylsilyl)ethoxy)methyl)-1H-indazol-4-yl)methyl)-7,9-dihydro-8H-pyrido[3',2':4,5]pyrrolo[2,3-d]pyridazin-8-one FC1=C(CC=2C=CC3=C(N(C=4C(N(N=CC43)CC4=C3C=NN(C3=CC=C4)COCC[Si](C)(C)C)=O)C)N2)C=CC=C1